C1(=CC=CC=C1)C1OC2=CC=CC=C2CC1O 2-phenyl-3,4-dihydro-2H-chromen-3-ol